4-((8-methyl-2,3-dihydro-1H-pyrido[2,3-b][1,4]oxazin-7-yl)amino)-N-(4-(1-methylpiperidin-4-yl)phenyl)-2-oxo-1,2-dihydropyridine-3-carboxamide CC1=C(C=NC=2OCCNC21)NC2=C(C(NC=C2)=O)C(=O)NC2=CC=C(C=C2)C2CCN(CC2)C